2-PYRIDINECARBOXYLIC ACID N1=C(C=CC=C1)C(=O)O